BrC=1C(=C(OCC[C@H]2CN(CCC2)CC(=O)OCC)C=CC1)C (S)-ethyl 2-(3-(2-(3-bromo-2-methylphenoxy)ethyl)piperidin-1-yl)acetate